phenyl beta-D-glucopyranosiduronic Acid O([C@H]1[C@H](O)[C@@H](O)[C@H](O)[C@H](O1)C(=O)O)C1=CC=CC=C1